OC=1C=CC(=NC1C)CNC(OC(C)(C)C)=O tert-butyl ((5-hydroxy-6-methylpyridin-2-yl)methyl)carbamate